3-((2S)-3-(8-(3'-(dimethylamino)biphenyl-3-ylsulfonyl)-1-oxa-8-azaspiro[4.5]decan-3-ylamino)-2-hydroxypropoxy)-N-methylbenzenesulfonamide CN(C=1C=C(C=CC1)C1=CC(=CC=C1)S(=O)(=O)N1CCC2(CC(CO2)NC[C@@H](COC=2C=C(C=CC2)S(=O)(=O)NC)O)CC1)C